C[Si](C)(C)OC1=CC=CC=C1C(=O)O[Si](C)(C)C Trimethylsilyl Trimethylsiloxy Salicylate